OC1(CC(C1)NC=1N=NC(=C2C1C=NC=C2)C2=C(C=C(C=C2)C(F)(F)F)O)CO 2-(4-(((1r,3r)-3-hydroxy-3-(hydroxymethyl)cyclobutyl)amino)pyrido[3,4-d]pyridazin-1-yl)-5-(trifluoromethyl)phenol